[C@@H]1([C@H](O)[C@H](O)[C@@H](CO)O1)N1C(=O)NC(=O)C=C1C(=O)O orotidine